(R)-((2-(2-(difluoromethyl)-1H-benzo[d]-imidazol-1-yl)-6-(3-methylmorpholino)-pyrimidin-4-yl)imino)-dimethyl-λ6-sulfanone FC(C1=NC2=C(N1C1=NC(=CC(=N1)N=S(=O)(C)C)N1[C@@H](COCC1)C)C=CC=C2)F